ClC=1C=C(C=C(C1)Cl)N1N=NC(=C1)C(=O)NS(=O)(=O)C1=C(C=CC(=C1)Cl)Cl 1-(3,5-dichlorophenyl)-N-((2,5-dichlorophenyl)sulfonyl)-1H-1,2,3-triazole-4-carboxamide